L-5-nitrouracil [N+](=O)([O-])C=1C(NC(NC1)=O)=O